4-vinyl-1,2,3-triazole C(=C)C=1N=NNC1